C(C)[SiH](C=1N(C2=CC=CC=C2C1)C1=CC=CC=C1)CC 2-(Diethylsilyl)-1-phenyl-1H-indole